N[C@H]1CN(CCC1)C1=C2C(=NC=C1)N(C(=N2)C2=C(C=C(C#N)C=C2)F)C2=C(C=C(C=C2)N2C[C@H](CC2)OC)F 4-(7-((R)-3-aminopiperidin-1-yl)-3-(2-fluoro-4-((S)-3-methoxypyrrolidin-1-yl)phenyl)-3H-imidazo[4,5-b]pyridin-2-yl)-3-fluorobenzonitrile